oxoisononanal O=C(C=O)CCCCC(C)C